BrC=1C=C(C=CC1)C1=NC(=NC(=N1)C1=CC=CC=C1)C=1C=C(C=CC1)N1C2=CC=CC=C2C=2C=CC=CC12 9-(3-(4-(3-Bromophenyl)-6-phenyl-1,3,5-triazin-2-yl)phenyl)-9H-carbazole